5-[4-amino-5-(trifluoromethyl)pyrrolo[2,1-f][1,2,4]triazin-7-yl]-2-chloro-N-[(3R,4S)-4-fluoro-1-(2-methylpyridine-4-carbonyl)pyrrolidin-3-yl]benzamide NC1=NC=NN2C1=C(C=C2C=2C=CC(=C(C(=O)N[C@@H]1CN(C[C@@H]1F)C(=O)C1=CC(=NC=C1)C)C2)Cl)C(F)(F)F